2-[5-benzyloxy-1-(4-fluoro-3-methyl-phenyl)-2-isopropyl-indol-3-yl]-2-methyl-propionitrile C(C1=CC=CC=C1)OC=1C=C2C(=C(N(C2=CC1)C1=CC(=C(C=C1)F)C)C(C)C)C(C#N)(C)C